NC=1C2=C(N=CN1)N(C=C2C2=CC=C(C=C2)OC2=CC=CC=C2)[C@@H]2CC[C@H](CC2)N2CC(N(CC2)C)CO (4-((trans)-4-(4-amino-5-(4-phenoxyphenyl)-7H-pyrrolo[2,3-d]pyrimidin-7-yl)cyclohexyl)-1-methylpiperazin-2-yl)methanol